SCC1SCC(SC1)CS 2,5-dimercaptomethyl-1,4-dithia-cyclohexane